CN(C(CN1C=2N(CC[C@H]1C(F)(F)F)C(C=C(N2)N2[C@@H](COCC2)C)=O)=O)C N,N-Dimethyl-2-[(S)-8-((R)-3-methyl-morpholin-4-yl)-6-oxo-2-trifluoromethyl-3,4-dihydro-2H,6H-pyrimido[1,2-a]-pyrimidin-1-yl]-acetamide